N-(1-cyclopropyl-6-(4-fluorophenoxy)-2-(4-fluorophenyl)-5-benzimidazolyl)-5-(3-trifluoromethylphenyl)-1,3,4-thiadiazol-2-amine C1(CC1)N1C(=NC2=C1C=C(C(=C2)NC=2SC(=NN2)C2=CC(=CC=C2)C(F)(F)F)OC2=CC=C(C=C2)F)C2=CC=C(C=C2)F